7-amino-8-(3-hydroxy-2,6-dimethyl-phenyl)-3-methyl-pyrrolo[1,2-a]pyrazine-6-carbonitrile NC=1C(=C2N(C=C(N=C2)C)C1C#N)C1=C(C(=CC=C1C)O)C